ClC1=C(C=C(C=C1)Cl)[C@H]1C[C@H](C1)NC(=O)C=1C=NN(C1)CC1=CC=C(C=C1)CN1C(C=CC=C1)=O N-((cis)-3-(2,5-Dichlorophenyl)cyclobutyl)-1-(4-((2-oxopyridin-1(2H)-yl)methyl)benzyl)-1H-pyrazole-4-carboxamide